6-(((1-methylpiperidin-4-yl)methyl)amino)nicotinonitrile CN1CCC(CC1)CNC1=NC=C(C#N)C=C1